N1C(=CC2=CC=CC=C12)C=1SC=C(N1)C(=O)C1=CC(=C(C(=C1)OC)OC)OC (2-(1H-indol-2-yl)thiazol-4-yl)(3,4,5-trimethoxyphenyl)methanone